C(#N)C1=CC(=C(C=C1)NS(=O)(=O)C1=CN(C=2CC(CCC12)C(C)(C)O)S(=O)(=O)C1=CC=C(C)C=C1)F N-(4-cyano-2-fluorophenyl)-6-(2-hydroxypropan-2-yl)-1-tosyl-4,5,6,7-tetrahydro-1H-indole-3-sulfonamide